F/C=C(\CNC(OC(C)(C)C)=O)/COC1=C(C(=CC=C1)CN1C(NC(C2=C1C(=CN2)C)=O)=S)F tert-butyl (E)-(3-fluoro-2-((2-fluoro-3-((7-methyl-4-oxo-2-thioxo-2,3,4,5-tetrahydro-1H-pyrrolo[3,2-d]pyrimidin-1-yl)methyl)phenoxy)methyl)allyl)carbamate